2-({2-chloro-5H,6H,7H-cyclopenta[d]pyrimidin-4-yl}(methyl)amino)-N-(1-methyl-1H-pyrazol-4-yl)acetamide ClC=1N=C(C2=C(N1)CCC2)N(CC(=O)NC=2C=NN(C2)C)C